FC(C1=CC=C(OC2=C(C=C(C=C2)N)N)C=C1)(F)F 4-(p-trifluoromethylphenoxy)m-phenylenediamine